chlorodimethyl-(2,3,4,5-tetramethyl-2,4-cyclopentadienyl-1-yl)silane ClC[Si](=C1C(=C(C(=C1C)C)C)C)C